COC1=C(C=CC=C1)NC1=CC(=NC(=N1)NC(C)(CC(C)(C)C)C)C(=O)O 6-((2-methoxyphenyl)amino)-2-((2,4,4-trimethylpentan-2-yl)amino)pyrimidine-4-carboxylic acid